N-methyl-5,6,7,8-tetrahydro-4H-pyrazolo[1,5-a][1,4]diazepin-2-carboxamide CNC(=O)C1=NN2C(CNCCC2)=C1